2-((4-(2,7-diazaspiro[3.5]nonan-2-yl)pyrimidin-5-yl)oxy)-5-fluoro-N,N-diisopropylbenzamide, hydrochloride Cl.C1N(CC12CCNCC2)C2=NC=NC=C2OC2=C(C(=O)N(C(C)C)C(C)C)C=C(C=C2)F